N-hydroxyadamantane-1-carboxamide C1C2CC3CC1CC(C2)(C3)C(=O)NO